tert-butyl (1R,2R,3R,5S)-3-((6-chloropyrazin-2-yl)oxy)-2-methyl-8-azabicyclo[3.2.1]octane-8-carboxylate ClC1=CN=CC(=N1)O[C@H]1[C@@H]([C@H]2CC[C@@H](C1)N2C(=O)OC(C)(C)C)C